5-(2-(dimethylamino)ethoxy)-N-((1R)-1-(3-(1-(1-ethoxyethyl)-1H-pyrazol-4-yl)-5-(1-ethyl-1H-pyrazol-3-yl)phenyl)ethyl)-2-methylbenzamide CN(CCOC=1C=CC(=C(C(=O)N[C@H](C)C2=CC(=CC(=C2)C2=NN(C=C2)CC)C=2C=NN(C2)C(C)OCC)C1)C)C